5-cyclopropyl-2-[5-(ethanesulfonyl)-6-[4-ethyl-6-(trifluoromethyl)pyrrolo[3,2-b]pyridin-2-yl]pyridin-3-yl]pyrimidin-4-ol C1(CC1)C=1C(=NC(=NC1)C=1C=NC(=C(C1)S(=O)(=O)CC)C=1C=C2N(C=C(C=C2N1)C(F)(F)F)CC)O